p-(epoxyethyl)styrene C1(CO1)C1=CC=C(C=C)C=C1